N-[(1S)-5-[2-(2-aminopyridin-3-yl)-5-phenylimidazo[4,5-b]pyridin-3-yl]-2,3-dihydro-1H-inden-1-yl]-4-acetamido-3-formylbenzamide NC1=NC=CC=C1C1=NC=2C(=NC(=CC2)C2=CC=CC=C2)N1C=1C=C2CC[C@@H](C2=CC1)NC(C1=CC(=C(C=C1)NC(C)=O)C=O)=O